N(=[N+]=[N-])[C@@H]1[C@H]([C@@H](SC=2C(=NC=C(C2)Cl)C2=NC=CC=C2)O[C@@H]([C@@H]1O)CO)OC 5-chloro-2-(pyridin-2-yl)pyridin-3-yl 3-azido-3-deoxy-2-O-methyl-1-thio-α-D-galactopyranoside